C(C)OC(=O)C1C2CCOC12 oxabicyclo[3.1.0]hexane-6-carboxylic acid ethyl ester